N-(1-((1-cyanocyclopropyl)carbamoyl)-4,4-difluorocyclohexyl)-7-(4-methylpiperazin-1-yl)dibenzo[B,d]Furan-3-carboxamide trifluoroacetate FC(C(=O)O)(F)F.C(#N)C1(CC1)NC(=O)C1(CCC(CC1)(F)F)NC(=O)C=1C=CC2=C(OC3=C2C=CC(=C3)N3CCN(CC3)C)C1